1-(furan-3-ylmethyl)-N-(1H-indol-3-yl)-2-oxo-2,3-dihydro-1H-thieno[2,3-b][1,4]thiazine-6-carboxamide O1C=C(C=C1)CN1C2=C(SCC1=O)SC(=C2)C(=O)NC2=CNC1=CC=CC=C21